tert-butyl 2-(3'-(3-(7-oxa-2-azaspiro[4.5]dec-2-yl) propoxy)-2,2'-dimethyl-[1,1'-biphenyl]-3-yl)-6,7-dihydrothiazolo[5,4-c]pyridine-5(4H)-carboxylate C1N(CCC12COCCC2)CCCOC=2C(=C(C=CC2)C2=C(C(=CC=C2)C=2SC=1CN(CCC1N2)C(=O)OC(C)(C)C)C)C